tert-butyl (2R,5'S)-5-cyclopropyl-5'-methyl-3H-spiro[furo[2,3-c]pyridine-2,3'-pyrrolidine]-1'-carboxylate C1(CC1)C=1C=C2C(=CN1)O[C@]1(CN([C@H](C1)C)C(=O)OC(C)(C)C)C2